4-(tert-butyl)-N-((4-(4-methylbenzylamino)phenyl)thiocarbamoyl)benzamide C(C)(C)(C)C1=CC=C(C(=O)NC(NC2=CC=C(C=C2)NCC2=CC=C(C=C2)C)=S)C=C1